CC1=C(N=C(S1)CN1CC2(CN(C2)C(=O)N2CC3(C2)CC(C3)N3N=C(N=C3)C(F)(F)F)C1)C(F)(F)F [6-[[5-methyl-4-(trifluoromethyl)thiazol-2-yl]methyl]-2,6-diazaspiro[3.3]heptan-2-yl]-[6-[3-(trifluoromethyl)-1,2,4-triazol-1-yl]-2-azaspiro[3.3]heptan-2-yl]methanone